C=C1C=C(C=C2C=CC=C12)CC(=O)[O-] 7-methyleneindene-5-acetate